C1(CC1)CC1=C(OC2=C1C=CC=C2)C#CCNC2=C(C=C(C=C2)S(=O)(=O)C)OC 3-(cyclopropylmethyl)-2-(3-((2-methoxy-4-(methylsulfonyl)phenyl)amino)prop-1-yn-1-yl)benzofuran